OCC(C1=CC=CC=C1)(CO)CO α,α,α-tris(hydroxymethyl)toluene